CC1=CC=CC(=N1)C=1C=C(C=2OCCN(C2N1)C(=O)OC(C)(C)C)NC1=C2C(=NC=C1)N(C=C2)COCC[Si](C)(C)C tert-butyl 6-(6-methylpyridin-2-yl)-8-[(1-{[2-(trimethylsilyl)ethoxy]methyl}-1H-pyrrolo[2,3-b]pyridin-4-yl)amino]-2H,3H,4H-pyrido[3,2-b][1,4]oxazine-4-carboxylate